((2R,3S,4R,5R)-5-(4-aminopyrrolo[2,1-f][1,2,4]triazin-7-yl)-5-cyano-3,4-dihydroxytetrahydrofuran-2-yl)methyl ((R)-3-(octadecyloxy)-2-(thiophen-3-ylmethoxy)propyl) hydrogen phosphate P(=O)(OC[C@H]1O[C@@]([C@@H]([C@@H]1O)O)(C#N)C1=CC=C2C(=NC=NN21)N)(OC[C@@H](COCCCCCCCCCCCCCCCCCC)OCC2=CSC=C2)O